[Si]([O-])(O)(O)O.[Cl-].[Mg+2] magnesium chloride silicate